C1=CC(=C(C(=C1)O)C(=O)O)/C=C/C2=CC=C(C=C2)O[C@H]3[C@@H]([C@H]([C@@H]([C@H](O3)CO)O)O)O The molecule is a monohydroxybenzoic acid that is benzoic acid substituted by a hydroxy group at position 6 and a 2-phenylethenyl group at position 2 which in turn is attached to a beta-D-glucopyranosyloxy group at position 4. It has been isolated from the roots of Scorzonera judaica. It has a role as a metabolite and a plant metabolite. It is a monohydroxybenzoic acid, a monosaccharide derivative and a beta-D-glucoside.